ClC1=NC(=CC=C1[N+](=O)[O-])C 2-chloro-6-methyl-3-nitro-pyridine